3-(2,6-dichlorophenyl)azetidinium ClC1=C(C(=CC=C1)Cl)C1C[NH2+]C1